ClC=1C=C2C(=CN=C(C2=CN1)OC1CN(C1)S(=O)(=O)C)[C@H](CC)O (S)-1-(6-chloro-1-((1-(methylsulfonyl)azetidin-3-yl)oxy)-2,7-naphthyridin-4-yl)propan-1-ol